tert-butyl(2-amino-5-(4-(4-(2-methoxyethyl)piperazin-1-yl)piperidin-1-yl)phenyl)carbamate C(C)(C)(C)OC(NC1=C(C=CC(=C1)N1CCC(CC1)N1CCN(CC1)CCOC)N)=O